FC1(C(N(CCO1)C(=O)NCCCCC1=CC=CC=C1)(C)C)C1=CC=CC=C1 fluorophenyl-3,3-dimethyl-N-(4-phenylbutyl)morpholine-4-carboxamide